ClC1=C(C=CC=C1Cl)S(=O)(=O)NC=1C(=C(C(=O)OC)C(=C(C1)F)F)F methyl 3-((2,3-dichlorophenyl)sulfonamido)-2,5,6-trifluorobenzoate